C(C)(C)C=1N=C(SC1N1CCCC1)CCCC1=CC=CC=C1 4-Isopropyl-2-(3-phenylpropyl)-5-(pyrrolidin-1-yl)thiazole